N-(5-(1,7-naphthyridin-8-yl)-1H-pyrazol-3-yl)-7-fluoro-5-(piperidin-4-yl)-5H-pyrrolo[2,3-b]pyrazin-3-amine N1=CC=CC2=CC=NC(=C12)C1=CC(=NN1)NC1=CN=C2C(=N1)N(C=C2F)C2CCNCC2